2-(1-(4-amino-3-(pyrimidin-5-yl)-1H-pyrazolo[3,4-d]pyrimidin-1-yl)ethyl)-3-(3-fluorophenyl)-4H-chromen-4-one NC1=C2C(=NC=N1)N(N=C2C=2C=NC=NC2)C(C)C=2OC1=CC=CC=C1C(C2C2=CC(=CC=C2)F)=O